CC1=C(C=CC(=C1)OC1=CC=CC=C1)N1C2=C(SC=3N=CC=C(NC1=O)C32)C(=O)N (2-methyl-4-phenoxyphenyl)-4-oxo-4,5-dihydro-3H-1-thia-3,5,8-triazaacenaphthylene-2-carboxamide